C1(=CC=CC=C1)S(=O)(=O)C(C)O[Si](OCC)(OCC)CCCN phenyl-sulfonyl-aminopropyl-triethoxysilane